(4-fluoropiperidin-1-yl)(1-(4-methoxyphenyl)-1H-benzo[d][1,2,3]triazol-5-yl)methanone FC1CCN(CC1)C(=O)C1=CC2=C(N(N=N2)C2=CC=C(C=C2)OC)C=C1